CNC([C@H](CC1=CC=CC=C1)NC(=O)C1=CC=C(C=C1)NC(CS=C(N)[O-])=O)=O (S)-S-(2-((4-((1-(methyl amino)-1-oxo-3-phenylpropan-2-yl) carbamoyl) phenyl) amino)-2-oxoethyl)-carbamothioate